FC(OC1=CC=NN1)F 5-(difluoromethoxy)-1H-pyrazol